N1C=NC2=C1C=C(C=C2)N2C(OC[C@@H]2C2=CC(=CC=C2)N2CCN(CC2)C)=O (S)-3-(1H-Benzo[d]imidazol-6-yl)-4-(3-(4-methylpiperazin-1-yl)phenyl)oxazolidin-2-on